C(C)S(=O)(=O)C=1C=CC(=NC1C1=NC2=C(N=NC(=C2)C(F)(F)F)N1C)C(=O)NC 5-(Ethylsulfonyl)-N-methyl-6-[7-methyl-3-(trifluoromethyl)-7H-imidazo[4,5-c]pyridazin-6-yl]pyridine-2-carboxamide